CC1=C(C(=CC=C1)C)C1=NC(=NC(=C1)OC1CNCC1)NS(=O)(=O)C=1C=NN(C1)C N-[4-(2,6-dimethylphenyl)-6-pyrrolidin-3-yloxy-pyrimidin-2-yl]-1-methyl-pyrazole-4-sulfonamide